N-[2,5-difluoro-4-(trifluoromethyl)phenyl]-5-(5-fluoro-2-pyridyl)-1H-pyrrole-3-sulfonamide FC1=C(C=C(C(=C1)C(F)(F)F)F)NS(=O)(=O)C1=CNC(=C1)C1=NC=C(C=C1)F